O=C1NC(CCC1N1C(C2=CC=C(C=C2C1=O)N1CCN(CC1)CC1CCN(CC1)CCOC1=CC=C(C=C1)\C(=C(/CC)\C1=CC=CC=C1)\C1=CC=C(C=C1)B(O)O)=O)=O (E)-(4-(1-(4-(2-(4-((4-(2-(2,6-dioxopiperidin-3-yl)-1,3-dioxoisoindolin-5-yl)piperazin-1-yl)methyl)piperidin-1-yl)ethoxy)phenyl)-2-phenylbut-1-en-1-yl)phenyl)boronic acid